C1COCCN1CCNC(=O)C2=CC=C(C=C2)Cl The molecule is a member of the class of benzamides that is benzamide substituted by a chloro group at position 4 and a 2-(morpholin-4-yl)ethyl group at the nitrogen atom. It acts as a reversible monoamine oxidase inhibitor and is used in the treatment of depression. It has a role as a xenobiotic, an environmental contaminant and an antidepressant. It is a member of monochlorobenzenes, a member of morpholines and a member of benzamides.